tert-butyl N-[(4R,5S)-4-(3-aminophenyl)-7-ethyl-6-oxo-1-phenyl-4H,5H-pyrazolo[3,4-b]pyridin-5-yl]carbamate NC=1C=C(C=CC1)[C@@H]1C2=C(N(C([C@H]1NC(OC(C)(C)C)=O)=O)CC)N(N=C2)C2=CC=CC=C2